methyl 6-(8-((tert-butoxycarbonyl)amino)-1-iodooctyl)picolinate C(C)(C)(C)OC(=O)NCCCCCCCC(I)C1=CC=CC(=N1)C(=O)OC